methyl 6-[4-(dimethylamino) phenyl]-2-(1-methyl-1H-pyrazol-4-yl)-3-oxo-2,3,4,5-tetrahydropyridazine-4-carboxylate CN(C1=CC=C(C=C1)C=1CC(C(N(N1)C=1C=NN(C1)C)=O)C(=O)OC)C